OC1=C(C=C(C=C1C)C(=O)N1C=CC=2C1=NC=CC2)C (4-hydroxy-3,5-dimethylphenyl)(1H-pyrrolo[2,3-b]pyridin-1-yl)methanone